2-(4-butyl-3,5-difluoro-phenyl)ethynyl-trimethyl-silane C(CCC)C1=C(C=C(C=C1F)C#C[Si](C)(C)C)F